NC1=NC=CC=C1C1=NC=2C(=NC(=CC2)C2=C(C=C(C=C2)F)O)N1C1=CC=C(CN2CCC(CC2)NC2=NC(=NC=C2)C#N)C=C1 4-((1-(4-(2-(2-aminopyridin-3-yl)-5-(4-fluoro-2-hydroxyphenyl)-3H-imidazo[4,5-b]pyridin-3-yl)benzyl)piperidin-4-yl)amino)pyrimidine-2-carbonitrile